FC1=NC(=C2N=CN(C2=N1)C1OCC1)NC(\C=C(\CO)/C)C 2-fluoro-6-(E)-(1'-methyl-4-hydroxy-3-methylbut-2-en-1-ylamino)-9-(oxetan-2-yl)-9H-purine